octadecynic acid C(C#CCCCCCCCCCCCCCCC)(=O)O